Methyl 2-(6-bromo-4-oxo-quinazolin-3(4H)-yl)-2-(pyridin-3-yl)acetate BrC=1C=C2C(N(C=NC2=CC1)C(C(=O)OC)C=1C=NC=CC1)=O